C[C@@]1(COC2=C1C=C(C=C2C(NC)=O)C(=O)OC)C2=CC=CC=C2 |r| (+/-)-Methyl 3-methyl-7-(methylcarbamoyl)-3-phenyl-2,3-dihydrobenzofuran-5-carboxylate